(5-fluoropyridin-3-yl)-N-[(2-methylpyridin-4-yl)methyl]piperidin-3-amine FC=1C=C(C=NC1)N1CC(CCC1)NCC1=CC(=NC=C1)C